pyrrolidin-3-yl 5-azidopentanoate N(=[N+]=[N-])CCCCC(=O)OC1CNCC1